CC1(N(CC2=C1N=C(N=C2N2[C@@H](COCC2)C)Cl)CC2=CC=CC=C2)C (R)-7,7-dimethyl-2-chloro-4-(3-methylmorpholin-4-yl)-6-benzyl-5,7-dihydro-6H-pyrrolo[3,4-d]pyrimidine